4-[4-[[4-Chloro-3-(trifluoromethyl)phenyl]carbamoylamino]phenoxy]-N-phenylethyl-pyridine-2-carboxamide ClC1=C(C=C(C=C1)NC(=O)NC1=CC=C(OC2=CC(=NC=C2)C(=O)NCCC2=CC=CC=C2)C=C1)C(F)(F)F